ClC=1C=CC=C2C=CC=C(C12)C1=C2C(=C3C(=NC(=NC3=C1)N1CC(C1)N(C)C)N1C[C@@H](N(CC1)C(=O)OC(C)(C)C)CC#N)OCCC2 tert-butyl (S)-4-(5-(8-chloronaphthalen-1-yl)-8-(3-(dimethylamino)azetidin-1-yl)-3,4-dihydro-2H-pyrano[2,3-f]quinazolin-10-yl)-2-(cyanomethyl)piperazine-1-carboxylate